C(C=CCCCCCCCC)(=O)N Undeceneamide